P(=O)(OCN1N=C(C(=C1C)C1=CC=C(C=C1)NC([C@H](C(C1CC1)C1CC1)NC(=O)C=1N(N=CC1)[C@H](CO)C)=O)C)([O-])[O-].[Na+].[Na+] disodium [4-[4-[[(2S)-3,3-dicyclopropyl-2-[[2-[(1S)-2-hydroxy-1-methyl-ethyl]pyrazole-3-carbonyl]amino]propanoyl]amino]phenyl]-3,5-dimethyl-pyrazol-1-yl]methyl phosphate